1,6-ditosyl-1,2,4,6-tetrahydro-3'H-spiro[azepino[4,3,2-cd]indole-3,2'-benzo[b]thiophen]-3'-one S(=O)(=O)(C1=CC=C(C)C=C1)N1CC2C=3C(=CC=CC13)N(CCC21C(C2=C(S1)C=CC=C2)=O)S(=O)(=O)C2=CC=C(C)C=C2